COC(C(=O)N1C[C@@H](N(C[C@H]1C)C=1C2=C(N=CN1)N(C=C2C2=CC=CC=C2)C=2C=C(C#N)C=CN2)C)(C)C 2-(4-((2S,5R)-4-(2-Methoxy-2-methylpropanoyl)-2,5-dimethylpiperazin-1-yl)-5-phenyl-7H-pyrrolo[2,3-d]pyrimidin-7-yl)isonicotinonitrile